COC(C(CC)C1=NC(=CC=C1Br)Cl)=O 2-(3-bromo-6-chloropyridin-2-yl)butyric acid methyl ester